5'-chloro-4-fluoro-[1,1'-biphenyl] ClC=1C=CC=C(C1)C1=CC=C(C=C1)F